FC=1C=C(C=NC1N1C[C@H](CC1)F)C=1C=C2N(N1)C(N(C2)C=2C=NC=CC2)=O (S)-2-(5-fluoro-6-(3-fluoropyrrolidin-1-yl)pyridin-3-yl)-5-(pyridin-3-yl)-4,5-dihydro-6H-imidazo[1,5-b]pyrazol-6-one